C(C)NC(=O)C=1C=C2CN(CC2=CC1)C1=NC=CC(=N1)C1=NC=CC(=N1)\C=C\C1=CC=NC=C1 N-Ethyl-2-[4-[4-[(E)-2-(4-pyridyl)vinyl]pyrimidin-2-yl]pyrimidin-2-yl]isoindoline-5-carboxamide